C(#N)C1=CC=C(C=C1)C(C(=O)NC=1SC2=C(N1)C=C(C(=C2)OC)OC)OC2=CC=C(C=C2)C2=NN=NN2 2-(4-Cyano-phenyl)-N-(5,6-dimethoxy-benzothiazol-2-yl)-2-[4-(1H-tetrazol-5-yl)-phenoxy]-acetamide